(4S)-4-[4-(5-{[(1S,2S,3R)-2-fluoro-8-azabicyclo[3.2.1]octan-3-yl](methyl)amino}pyrazin-2-yl)-3-hydroxyphenyl]pyrrolidin-2-one F[C@H]1[C@@H]2CCC(C[C@H]1N(C=1N=CC(=NC1)C1=C(C=C(C=C1)[C@@H]1CC(NC1)=O)O)C)N2